tert-butyl 4-(4-ethynylpiperidin-1-yl)-2-nitrobenzoate C(#C)C1CCN(CC1)C1=CC(=C(C(=O)OC(C)(C)C)C=C1)[N+](=O)[O-]